2-(4-fluorophenyl)-5-(methoxymethyl)-3-oxopyridazine-4-carboxamide FC1=CC=C(C=C1)N1N=CC(=C(C1=O)C(=O)N)COC